BrC(C(=O)OC)C1=CC=C(C=C1)OC1=CC(=CC(=C1)F)F Methyl 2-bromo-2-(4-(3,5-difluorophenoxy)phenyl)acetate